Pentan-3-yl((S)-(((Z)-2-((2-amino-6-oxo-1,6-dihydro-9H-purin-9-yl)methylene)-1-((isobutyryloxy)methyl)cyclopropyl)methoxy)(phenoxy)phosphoryl)-L-phenylalaninate CCC(CC)N([C@@H](CC1=CC=CC=C1)C(=O)[O-])[P@@](=O)(OC1=CC=CC=C1)OCC1(\C(\C1)=C/N1C=2N=C(NC(C2N=C1)=O)N)COC(C(C)C)=O